4-oxathiahexadiene S=CCOC=C